COC(C(C=CC(=O)OC)=O)=O 2-oxopentenedioic acid dimethyl ester